N-[(4-{5-[5-(Difluoromethyl)pyrazin-2-yl]-1,2,4-oxadiazol-3-yl}bicyclo[2.2.2]octan-1-yl)methyl]-3,5-difluoro-4-hydroxybenzamide FC(C=1N=CC(=NC1)C1=NC(=NO1)C12CCC(CC1)(CC2)CNC(C2=CC(=C(C(=C2)F)O)F)=O)F